F[C@H]1C[C@@H](N(C1)C=1C=CC=2N(N1)C(=CN2)C(=O)OCC)C2=C(C=CC(=C2)F)SC ethyl 6-[(2R,4S)-4-fluoro-2-[5-fluoro-2-(methylsulfanyl)phenyl]pyrrolidin-1-yl]imidazo[1,2-b]pyridazine-3-carboxylate